NC1=NC=2C=C(C=CC2C2=C1N=C(N2CC2=CC=C(C=C2)CN)CCCC)C(=O)O 4-amino-1-(4-(aminomethyl)benzyl)-2-butyl-1H-imidazo[4,5-c]quinoline-7-carboxylic acid